2,6-di-tert-butyl-4-(4-ethylbenzylidene)cyclohexen C(C)(C)(C)C1=CC(CC(C1)=CC1=CC=C(C=C1)CC)C(C)(C)C